2,4-Dichloro-5-(1,1-difluoroethyl)pyridine ClC1=NC=C(C(=C1)Cl)C(C)(F)F